7-(2-methyl-4-aminophenoxy)-[1,2,4]triazolo[4,3-a]pyridine CC1=C(OC2=CC=3N(C=C2)C=NN3)C=CC(=C1)N